BrC1=C2C=CC=CC2=CC2=C(C3=CC=CC=C3C=C12)Br 5,11-dibromonaphthacene